BrC1=NNC(=C1)NC=O N-(3-bromo-1H-pyrazol-5-yl)carboxamide